1-(4-(4-coumarinyl)-phenyl)-3-(4-methyl-5-thiazolyl)-2-propen-1-one O1C(=O)C=C(C2=CC=CC=C12)C1=CC=C(C=C1)C(C=CC1=C(N=CS1)C)=O